C(C)(C)NC(N(C1=NC2=CC(=CC=C2N=C1)C=1C=NC(=CC1)OC1C[C@H]2CC[C@@H](C1)N2C)C)=O 3-isopropyl-1-methyl-1-(7-(6-(((1R,3r,5S)-8-methyl-8-azabicyclo[3.2.1]octan-3-yl)oxy)pyridin-3-yl)quinoxalin-2-yl)urea